FC1=CC(=C(C=2C3=C(C=NN3C)C3(CCC3)NC12)C)C1=C2C=NN(C2=CC=C1)S(=O)(=O)C 6-fluoro-1,9-dimethyl-8-(1-methylsulfonylindazol-4-yl)spiro[5H-pyrazolo[4,3-c]quinoline-4,1-cyclobutane]